NC=1C=NC=CC1C1=CC=C2CC(NC2=C1)=O 6-(3-aminopyridin-4-yl)indolin-2-one